N-[2-(3-methoxyphenyl)[1,2,4]triazolo[1,5-c]quinazolin-5-yl]-D-valine COC=1C=C(C=CC1)C1=NN2C(=NC=3C=CC=CC3C2=N1)N[C@H](C(C)C)C(=O)O